O[C@]1(C[C@H]([C@H]([C@@H](C1)OC(C1=CC(=C(C(=C1)O)O)O)=O)O)O)C(=O)O (1S,3R,4R,5R)-1,3,4-trihydroxy-5-(3,4,5-trihydroxybenzoyl)oxycyclohexane-1-carboxylic acid